tri(n-pentyl)cyclohexane-1,2,4-tripropionate C(CCCC)OC(CCC1C(CC(CC1)CCC(=O)OCCCCC)CCC(=O)OCCCCC)=O